[N+](=O)([O-])C=1C=C2C(=NNC2=CC1)C1=CC(=NC=C1)N1CCN(CC1)CC1CCN(CC1)C1=C2C(NC(C2=CC=C1)=O)=O 4-[4-[[4-[4-(5-nitro-1H-indazol-3-yl)-2-pyridinyl]piperazin-1-yl]methyl]-1-piperidinyl]isoindoline-1,3-dione